(1S,3S)-3-((6-(5-(((N-benzyl-N-methylsulfamoyl)amino)methyl)-1-methyl-1H-1,2,3-triazol-4-yl)-2-methylpyridin-3-yl)oxy)cyclohexane-1-carboxylic acid C(C1=CC=CC=C1)N(S(=O)(=O)NCC1=C(N=NN1C)C1=CC=C(C(=N1)C)O[C@@H]1C[C@H](CCC1)C(=O)O)C